tert-butyl (S)-5-oxo-1,2,4,4a,5,6-hexahydro-3H-pyrazino[1,2-a]pyrido[2,3-e]pyrazine-3-carboxylate O=C1[C@H]2N(C3=C(N1)N=CC=C3)CCN(C2)C(=O)OC(C)(C)C